5-Chloro-4-(((3R,3aR,6R,6aR)-6-methoxyhexahydrofuro[3,2-b]furan-3-yl)oxy)pyrimidine ClC=1C(=NC=NC1)O[C@H]1[C@@H]2[C@H](OC1)[C@@H](CO2)OC